2-((3R,4S)-4-aminotetrahydro-2H-pyran-3-yl)-3-bromo-5-chloro-N-(thiophen-2-ylmethyl)thieno[3,2-b]pyridin-7-amine N[C@@H]1[C@H](COCC1)C1=C(C2=NC(=CC(=C2S1)NCC=1SC=CC1)Cl)Br